C1=CC=C2C(=C1)C(=CN2)C3=CC(=C(N3)O)C4=C5C=CC=CC5=NC4=O The molecule is a member of the class of oxindoles resulting from formal oxidative coupling between the 3-position of 1,3-dihydro-2H-indol-2-one and the 3-position of 1,3-dihydro-2H-pyrrol-2-one, which is substituted at the 5 position by a 1H-indol-3-yl group, where the newly-formed double bond has E configuration. It has a role as a bacterial metabolite, an antibacterial agent and an antifungal agent. It is an olefinic compound, a member of oxindoles and a member of pyrroles. It derives from a proviolacein.